N-(4-cyano-1-methylisoquinolin-3-yl)cyanamide C(#N)C1=C(N=C(C2=CC=CC=C12)C)NC#N